3,5-Dioxa-Pimelonitril C(COCOCC#N)#N